ClC1=NC(=NC(=C1C(C)(F)F)C1=C(C=CC=C1)C)NS(=O)(=O)C=1C=NN(C1)C N-[4-Chloro-5-(1,1-difluoroethyl)-6-(o-tolyl)pyrimidin-2-yl]-1-methyl-pyrazole-4-sulfonamide